2-(1-(1H-imidazole-1-carbonyl)piperidin-4-ylidene)-2-(2,4-difluorophenyl)acetonitrile N1(C=NC=C1)C(=O)N1CCC(CC1)=C(C#N)C1=C(C=C(C=C1)F)F